3-[(5RS)-5-(2-chloro-4-methylbenzyl)-5,6-dihydro-4H-1,2,4-oxadiazin-3-yl]-2-(3-chlorophenoxy)imidazo[1,5-b]pyridazine ClC1=C(C[C@H]2NC(=NOC2)C2=CC=3N(N=C2OC2=CC(=CC=C2)Cl)C=NC3)C=CC(=C1)C |r|